ClC=1C=C(C=C(C1CC=1C=CC2=C(N(C=N2)C)C1)Cl)N1N=C(C(NC1=O)=O)C#N 2-(3,5-dichloro-4-((1-methyl-1H-benzo[d]imidazol-6-yl)methyl)phenyl)-3,5-dioxo-2,3,4,5-tetrahydro-1,2,4-triazine-6-carbonitril